COC(=O)[C@H]1C[C@H](NCC1)C1=CC=CC=C1 (2S,4R)-2-phenylpiperidine-4-carboxylic acid methyl ester